N-(3'-(3-cyanoimidazo[1,2-a]pyridin-6-yl)-[2,2'-bipyridin]-6-yl)methanesulfonamide C(#N)C1=CN=C2N1C=C(C=C2)C=2C(=NC=CC2)C2=NC(=CC=C2)NS(=O)(=O)C